NC1=NC(=C(C=C1C=1C=C2CCNC(C2=CC1)=O)C1=CC=C(C=C1)[C@@]12CN(C[C@H]2C1)CC)F 6-(2-amino-5-(4-((1R,5S)-3-ethyl-3-azabicyclo[3.1.0]hexan-1-yl)phenyl)-6-fluoropyridin-3-yl)-3,4-dihydroisoquinolin-1(2H)-one